4-Epoxycyclohexylmethyl-3,4-epoxycyclohexyl formate C(=O)OC1CC2C(CC1)(O2)CC21C(CCCC2)O1